OC1=C(C=CC=C1Cl)C(C)=O 1-(2-hydroxy-3-chlorophenyl)ethanone